C(C)(=O)C1=C(C2=C(N=C(N=C2)NC2=NC=C(C=C2)N2CC(NCC2)(C)C)N(C1=O)C1CCCC1)C 6-Acetyl-8-cyclopentyl-2-[5-(3,3-dimethyl-piperazin-1-yl)-pyridin-2-ylamino]-5-methyl-8H-pyrido[2,3-d]pyrimidin-7-one